tri(oleate) aluminum [Al+3].C(CCCCCCC\C=C/CCCCCCCC)(=O)[O-].C(CCCCCCC\C=C/CCCCCCCC)(=O)[O-].C(CCCCCCC\C=C/CCCCCCCC)(=O)[O-]